FC(C)(F)C1=NC=CC(=N1)NC1=CC(=NC=C1C1=CC=C2C(=N1)CCC2=O)NC(C)=O N-(4-((2-(1,1-difluoroethyl)pyrimidin-4-yl)amino)-5-(5-oxo-6,7-dihydro-5H-cyclopenta[b]pyridin-2-yl)pyridin-2-yl)acetamide